ON1C(C=C(C2=CC=C3C(=C12)C=CC=C3)C3=CC=CC=C3)C(C(F)(F)F)=O 1-hydroxy-4-phenyl-2-(2,2,2-trifluoroethane-1-one-1-yl)benzo[h]quinoline